NCCNCCC[Si](OC)(OC)C (N-2-aminoethyl)-3-aminopropylmethyldimethoxysilane